α-L-galacturonic acid O[C@H]1[C@@H](O)[C@H](O)[C@H](O)[C@@H](O1)C(=O)O